FC(OC1(CCC1)OCC(=O)NC12CC(C1)(C2)C=2OC(=NN2)C2(CCC2)OC(F)(F)F)(F)F 2-[3-trans-(trifluoromethoxy)cyclobutoxy]-N-[3-[5-[3-cis-(trifluoromethoxy)cyclobutyl]-1,3,4-oxadiazol-2-yl]-1-bicyclo[1.1.1]pentanyl]acetamide